C(C)(=O)N1CC=2N(CC1)N=C(C2C2=CC(=NC=C2)N(C(C(C)C2=CC=C(C=C2)F)=O)C(C(C)C2=CC=C(C=C2)F)=O)C2=CC=C(C=C2)F N-(4-(5-acetyl-2-(4-fluorophenyl)-4,5,6,7-tetrahydropyrazolo[1,5-a]pyrazin-3-yl)pyridin-2-yl)-2-(4-fluorophenyl)-N-(2-(4-fluorophenyl)propanoyl)propanamide